7-[[8-(dimethylamino)-5,6,7,8-tetrahydro-quinolin-2-yl]amino]-4-(7-fluoro-imidazo[1,2-a]pyridin-3-yl)isoindolin-1-one Formic acid salt C(=O)O.CN(C1CCCC=2C=CC(=NC12)NC=1C=CC(=C2CNC(C12)=O)C1=CN=C2N1C=CC(=C2)F)C